1-(3-(2-(dinonylamino)ethyl)piperidin-1-yl)ethan-1-one C(CCCCCCCC)N(CCC1CN(CCC1)C(C)=O)CCCCCCCCC